tert-butanolate C(C)(C)(C)[O-]